6-(2-chlorophenyl)-2-{[4-(hydroxymethyl)phenyl]amino}imidazo[1,2-a]pyrimido[5,4-e]pyrimidin-5(6H)-one ClC1=C(C=CC=C1)N1C=2N(C3=C(C1=O)C=NC(=N3)NC3=CC=C(C=C3)CO)C=CN2